sulfanyl-5-methylaniline SNC1=CC=CC(=C1)C